triethyl(((9Z,12Z)-1-methoxyoctadeca-9,12-dien-1-yl)oxy)silane C(C)[Si](OC(CCCCCCC\C=C/C\C=C/CCCCC)OC)(CC)CC